[Na+].OC1=CC=C(C=2C(C3=CC=CC=C3C(C12)=O)=O)NC1=C(C=C(C=C1)C)S(=O)(=O)[O-] (9,10-Dihydro-4-hydroxy-9,10-dioxoanthryl)amino-5-methylbenzenesulfonic acid sodium salt